2-(1-(2-(3,8-diazabicyclo[3.2.1]octan-3-yl)-7-(thiazol-2-yl)benzo[d]oxazol-5-yl)-2,2,2-trifluoroethoxy)acetonitrile C12CN(CC(CC1)N2)C=2OC1=C(N2)C=C(C=C1C=1SC=CN1)C(C(F)(F)F)OCC#N